2-(2-aminophenyl)[1,2,4]triazolo[1,5-c]quinazolin NC1=C(C=CC=C1)C1=NN2C=NC=3C=CC=CC3C2=N1